C1(=CC=CC2=CC=CC=C12)N(C1=CC=C(C=C1)C1=CC=C(C=C1)N(C1=CC=CC=C1)C1=CC=CC2=CC=CC=C12)C1=CC=CC=C1 N,N'-bis-(1-naphthyl)-N,N'-diphenyl-(1,1'-biphenyl)-4,4'-diamine